CC=1N=CC(=NC1)NC(OC(C)(C)C)=O tert-butyl (5-methylpyrazin-2-yl)carbamate